C(CCCCCCCCCCCCCCCCCCCCCCCCCCCCCCCCCCCCCCCCCCCCCCCCCCCCCCCCCCCCCCCCCCCCCCCCCCCCC(C)C)O isooctacontanol